chloromethyl N-[2-chloro-5-[1-[4-(difluoromethoxy)-2-methyl-5-[1,2,2,2-tetrafluoro-1-(trifluoromethyl)ethyl]pyrazol-3-yl]pyrazol-4-yl]benzoyl]-N-(1-cyanocyclopropyl)carbamate ClC1=C(C(=O)N(C(OCCl)=O)C2(CC2)C#N)C=C(C=C1)C=1C=NN(C1)C=1N(N=C(C1OC(F)F)C(C(F)(F)F)(C(F)(F)F)F)C